CN1C2=C(CC[C@@H](C1=O)NC(=O)C1=NC=CC(=C1)OC1=CC=CC=C1)C=CC(=N2)OS(=O)(=O)C(F)(F)F trifluoromethanesulfonic acid (S)-9-methyl-8-oxo-7-(4-phenoxypyridinamido)-6,7,8,9-tetrahydro-5H-pyrido[2,3-B]azepin-2-yl ester